N-((2S,3R)-1-(((R)-1-((5S,7R)-5,7-dimethyl-4-oxo-1,3,6,2-dioxathiaborocan-2-yl)-3-methylbutyl)amino)-3-hydroxy-1-oxobutan-2-yl)-6-phenylpicolinamide C[C@H]1C(OB(OC[C@H](S1)C)[C@H](CC(C)C)NC([C@H]([C@@H](C)O)NC(C1=NC(=CC=C1)C1=CC=CC=C1)=O)=O)=O